N-(1'-(6-methyl-2-(methylsulfonyl)pyrimidin-4-yl)-1',2'-dihydrospiro[cyclopropane-1,3'-pyrrolo[3,2-c]pyridin]-6'-yl)acetamide CC1=CC(=NC(=N1)S(=O)(=O)C)N1CC2(C=3C=NC(=CC31)NC(C)=O)CC2